ClC=1C(=C(CN2[C@@H](C[C@@](CC2)(C(=O)O)CC2=NC(=CC(=C2F)C(CO)(CO)F)NC2=NNC(=C2)C)C)C=CC1)F (2R,4R)-1-(3-chloro-2-fluorobenzyl)-4-((3-fluoro-4-(2-fluoro-1,3-dihydroxypropan-2-yl)-6-((5-methyl-1H-pyrazol-3-yl)amino)-pyridin-2-yl)methyl)-2-methyl-piperidine-4-carboxylic acid